N1=CC(=C2N1C=CC=C2)C2=NN(C=C2N)COCC[Si](C)(C)C 3-(pyrazolo[1,5-a]pyridin-3-yl)-1-((2-(trimethylsilyl)ethoxy)methyl)-1H-pyrazol-4-amine